(R)-6-Chloro-3-((1-(2-(4-(cyclobutanecarbonyl)piperazin-1-yl)-3,6-dimethyl-4-oxo-3,4-dihydroquinazolin-8-yl)ethyl)amino)picolinic acid ClC1=CC=C(C(=N1)C(=O)O)N[C@H](C)C=1C=C(C=C2C(N(C(=NC12)N1CCN(CC1)C(=O)C1CCC1)C)=O)C